3-[4-[3,3-difluoro-4-(methylamino)-1-piperidyl]phenyl]piperidine-2,6-dione TFA salt OC(=O)C(F)(F)F.FC1(CN(CCC1NC)C1=CC=C(C=C1)C1C(NC(CC1)=O)=O)F